CC(CC(C)C)[NH3+] 1,3-dimethylbutyl-ammonium